(S)-2-(4-(ethylsulfonyl)phenyl)-N-(4-(6-methyl-1-(1-(p-tolyl)ethyl)-1H-benzo[d]imidazol-2-yl)phenyl)acetamide C(C)S(=O)(=O)C1=CC=C(C=C1)CC(=O)NC1=CC=C(C=C1)C1=NC2=C(N1[C@@H](C)C1=CC=C(C=C1)C)C=C(C=C2)C